tert-butyl 6-acrylamido-3-(4-(trifluoromethyl) phenyl)-6,7-dihydropyrazolo[1,5-a]pyrimidine-4(5H)-carboxylate C(C=C)(=O)NC1CN(C=2N(C1)N=CC2C2=CC=C(C=C2)C(F)(F)F)C(=O)OC(C)(C)C